C(CCCCCCCCCCCCCCCCC)(=O)O.C(CCCCCCCCCCCCCCCCC)(=O)O.C[C@]([C@H](CN)O)(O)[C@H](O)[C@H](O)CO 3-methylglucamine DISTEARATE